4-[1-(1-benzyloxycarbonylazetidin-3-yl)-4-(trifluoromethyl)imidazol-2-yl]benzoic acid C(C1=CC=CC=C1)OC(=O)N1CC(C1)N1C(=NC(=C1)C(F)(F)F)C1=CC=C(C(=O)O)C=C1